CC1(C2C(NC3=CC=CC=C13)C=1CCC3=C(C1S(C2)=O)C=CC=C3)C 7,7-dimethyl-6a,7,12,12a,13,14-hexahydro-6H-benzo[7,8]thiochromeno[4,3-b]quinolone